FC=1C=CC=C2C=CN(C12)C(=O)NCC1=CC=C(C=C1)S(=O)(=O)N1CCCCC1 7-fluoro-N-(4-(piperidin-1-ylsulfonyl)benzyl)-1H-indole-1-carboxamide